4-((1-(2-cyanoethyl)-1H-tetrazol-5-yl)(thiophen-3-yl)methyl)piperazine-1-carboxylic acid tert-butyl ester C(C)(C)(C)OC(=O)N1CCN(CC1)C(C1=CSC=C1)C1=NN=NN1CCC#N